(4-bromo-3,5-dimethylphenyl)-10H-spiro[acridine-9,9'-fluorene] BrC1=C(C=C(C=C1C)C1=CC=CC=2C3=CC=CC=C3C3(C12)C1=CC=CC=C1NC=1C=CC=CC13)C